(3S,11aR)-7-((3,5-difluoro-4-(4-(trifluoromethyl)phenoxy)benzyl)oxy)-3,4-dihydro-1H,9H,11H-3,11a-methanopyrimido[6',1':2,3]imidazo[5,1-c][1,4]oxazin-9-one FC=1C=C(COC2=NC(N3C(N4[C@@]5(CO[C@H](C4)C5)C3)=C2)=O)C=C(C1OC1=CC=C(C=C1)C(F)(F)F)F